C1(CC1)COC1=C(C=C(C#N)C=C1)C=O 4-(cyclopropylmethoxy)-3-formylbenzonitrile